ClC=1C=C2C=C(NC2=CC1)CNC(N(C)C1CN(CCC1)C(=O)C1=CC=2N(C=C1)C=CN2)=O 3-[(5-chloro-1H-indol-2-yl)methyl]-1-(1-{imidazo[1,2-a]pyridine-7-carbonyl}piperidin-3-yl)-1-methylurea